C(#N)C[C@H]1N(CC[C@@H](C1)N1N=NC=2C(=NC=3C(=C(C(=CC3C21)Cl)C=2C=CC(=C1C=CC=NC21)F)Cl)N2CC(C2)N(C)C)C(=O)OC(C)(C)C tert-butyl (2S,4S)-2-(cyanomethyl)-4-(6,8-dichloro-4-(3-(dimethylamino)azetidin-1-yl)-7-(5-fluoroquinolin-8-yl)-1H-[1,2,3]triazolo[4,5-c]quinolin-1-yl)piperidine-1-carboxylate